O(C1=CC=CC=C1)C1=CC=C2COC(C2=C1)=O 6-phenoxy-1(3H)-isobenzofuranone